C(C)(C)(C)[C@H]1C=CN(C1)C1=NC(=CC=C1)N1C=C[C@@H](C1)C(C)(C)C 2,6-bis[(4R)-4-tert-butyl-2-azolinyl]pyridine